2-bromo-3-(2-acetoxyethyl)thiophene BrC=1SC=CC1CCOC(C)=O